(3-Chloropyridinyl)dichloropalladium (II) ClC=1C(=NC=CC1)[Pd-](Cl)Cl